NC1=NN2C(C=CC(=C2)C(=O)O)=N1 2-amino-[1,2,4]triazolo[1,5-a]pyridine-6-carboxylic acid